C(=O)C[P+](C1=CC=CC=C1)(C1=CC=CC=C1)C1=CC=CC=C1 P-(formylmethyl)-triphenylphosphonium